N(=[N+]=[N-])C1=CC=C(C=C1)C=CC=C1C(C(CCC1)=CC=CC1=CC=C(C=C1)N=[N+]=[N-])=O 2,6-bis[3-(4-azidophenyl)-2-propenylidene]cyclohexanone